2-(4-methylphenyl)-benzimidazole CC1=CC=C(C=C1)C=1NC2=C(N1)C=CC=C2